O[C@@H](C(=O)NCCC(=O)[O-])C(CO)(C)C D-N-(2,4-dihydroxy-3,3-dimethylbutyryl)-β-aminopropionate